COC1=CC=C(C=C1)C(OC[C@H]1OC1)(C1=CC=CC=C1)C1=CC=C(C=C1)OC (S)-2-((bis(4-methoxyphenyl)(phenyl)methoxy)methyl)oxirane